C[C@@H]1CC[C@@]2(CC[C@@]3(C(=CC[C@H]4[C@]3(CC[C@@H]5[C@@]4(CC[C@H]([C@]5(C)C(=O)O)O)C)C)[C@@H]2[C@H]1C)C)C (3α,4β)-3-Hydroxyurs-12-en-23-oic acid